ethyl 2-(3-cyclopropyl-4-(4-hydroxy-3-isopropylbenzyl)-5-methylphenoxy)acetate C1(CC1)C=1C=C(OCC(=O)OCC)C=C(C1CC1=CC(=C(C=C1)O)C(C)C)C